N[C@@H](CC(=O)OCC)C=1C(=C(C=C(C1F)C(F)(F)F)C1=C(C(=CC=C1C)F)C)F (3S)-ethyl 3-amino-3-(2,3',4-trifluoro-2',6'-dimethyl-5-(trifluoromethyl)biphenyl-3-yl)propanoate